C(CC(CCC)=O)=O hexane-1,3-dione